CC(C)(C)OC(=O)N[C@H](CN)C(=O)O boc-d-2,3-diaminopropionic acid